2-benzoyloxyethyl phthalate C(C=1C(C(=O)[O-])=CC=CC1)(=O)OCCOC(C1=CC=CC=C1)=O